BrC=1C=C2CCCC(C2=CC1)NC(CCCCCCC(=O)OC)=O methyl 8-((6-bromo-1,2,3,4-tetrahydronaphthalen-1-yl) amino)-8-oxooctanoate